C(C)(C)(C)C1CN(C(O1)=O)C=1C=NC=C(C1)[C@](C1=CC=C(C=C1)C(C)C)(O)C1(CN(C1)C)C 5-tert-Butyl-3-{5-[(R)-(1,3-dimethyl-azetidin-3-yl)-hydroxy-(4-isopropyl-phenyl)-methyl]-pyridin-3-yl}-oxazolidin-2-one